1-[bis(t-butoxycarbonyl)amino]isoquinoline-6-carboxylic acid methyl ester COC(=O)C=1C=C2C=CN=C(C2=CC1)N(C(=O)OC(C)(C)C)C(=O)OC(C)(C)C